3-(5-methyl-1,3-thiazol-2-yl)-5-[(3R)-tetrahydro-furan-3-yloxy]-N-{(1S)-1-[2-(trifluoromethyl)pyrimidin-5-yl]ethyl}benzamide CC1=CN=C(S1)C=1C=C(C(=O)N[C@@H](C)C=2C=NC(=NC2)C(F)(F)F)C=C(C1)O[C@H]1COCC1